ClC=1C=CC=2N=CN=C(C2N1)NC1=CC(=C(C=C1)OC1=CC=2N(C=C1)N=CN2)C 6-chloro-N-[3-methyl-4-([1,2,4]triazolo[1,5-a]pyridin-7-yloxy)phenyl]pyrido[3,2-d]pyrimidin-4-amine